CC(CC(C(=O)O)C1=CC=CC=C1)C.C1(=CC=CC=C1)CC(=O)OCC(C)C ISOBUTYL PHENYLACETATE (2-methylpropyl 2-phenylacetate)